C1(=CC=CC=C1)C1=C(C(=C(C=C1)C1=C(C=CC=2OC3=C(C21)C=CC=C3)C3=C(C(=CC=2C1=CC=CC=C1CC32)C)C)C3=NN=NC=C3)C3=CC=CC=C3 diphenyl-triazinyl[(dimethylfluorenyl)dibenzofuranyl]benzene